BrC=1C=C(C(=NC1)C(=O)OC)C(=O)OC dimethyl 5-bromopyridine-2,3-dicarboxylate